C(#C)C1CCN(CC1)C(=O)OC(C)(C)C tert-butyl 4-acetylenyl-piperidine-1-carboxylate